6-(4-piperidinyl)-3H-1,3-benzoxazol-2-one hydrochloride Cl.N1CCC(CC1)C1=CC2=C(NC(O2)=O)C=C1